[Mg+2].P([O-])(=O)(OP(=O)([O-])OP(=O)([O-])[O-])OC[C@@H]1[C@H]([C@H]([C@@H](O1)N1C=NC=2C(N)=NC=NC12)O)O.[Mg+2] adenosine triphosphate magnesium salt